3-(4-{6-[2-(6,7-Difluoro-4-methoxy-2-methyl-indol-1-yl)-ethylamino]-pyrimidin-4-yl}-phenyl)-4H-[1,2,4]oxadiazol-5-one FC1=CC(=C2C=C(N(C2=C1F)CCNC1=CC(=NC=N1)C1=CC=C(C=C1)C1=NOC(N1)=O)C)OC